phosphoroimidate P([O-])([O-])([O-])=N